NC1=C2C([C@]3([C@](OC4=C3C=CC(=C4)[C@H](C)C4CC4)(C2=CC=C1)O)NC(=O)C=1NC(N(C1C)C)=O)=O N-((4bR,9bR)-1-amino-7-((R)-1-cyclopropylethyl)-4b-hydroxy-10-oxo-4b,10-dihydro-9bH-indeno[1,2-b]benzofuran-9b-yl)-1,5-dimethyl-2-oxo-2,3-dihydro-1H-imidazole-4-carboxamide